FC1=C(C(=CC=C1)F)C=1C=C(C2=C(N=CNC2=O)N1)NC1=CC=C(C(=O)NCC)C=C1 4-[[7-(2,6-difluoro-phenyl)-4-oxo-3H-pyrido[2,3-d]pyrimidin-5-yl]amino]-N-ethyl-benzamide